N1=C(C=CC=C1)OCCN 2-(2-pyridyloxy)ethylamine